C(C)N1C=NC=C1C1=CC=CC=C1 1-ethyl-5-phenyl-1H-imidazole